8-(3-chloro-4-fluorophenyl)-2-(2-(3-fluoropyrrolidin-1-yl)-2-oxoethyl)-4-methylpyrrolo[1,2-a]pyrazin-1(2H)-one ClC=1C=C(C=CC1F)C=1C=CN2C1C(N(C=C2C)CC(=O)N2CC(CC2)F)=O